6-((2,6-Difluorophenyl)ethynyl)-1-methyl-1H-indazole FC1=C(C(=CC=C1)F)C#CC1=CC=C2C=NN(C2=C1)C